3-((1-(4-methoxybenzyl)-1H-pyrazolo[3,4-b]pyridin-5-yl)ethynyl)-4-methyl-N-(4-(piperazin-1-ylmethyl)-3-(trifluoromethyl)phenyl)benzamide trilithium [Li].[Li].[Li].COC1=CC=C(CN2N=CC=3C2=NC=C(C3)C#CC=3C=C(C(=O)NC2=CC(=C(C=C2)CN2CCNCC2)C(F)(F)F)C=CC3C)C=C1